7,7'-decylidenedi-1,5,7-triazabicyclo-[4.4.0]-dec-5-en C(CCCCCCCCC)(N1C2=NCCCN2CCC1)N1C2=NCCCN2CCC1